C12(CC3CC(CC(C1)C3)C2)NCCN2CCN(CC2)CCSC2=C3CN(C(C3=CC=C2)=O)C2C(NC(CC2)=O)=O 3-(4-((2-(4-(2-(adamantan-1-ylamino)ethyl)piperazin-1-yl)ethyl)thio)-1-oxoisoindolin-2-yl)piperidine-2,6-dione